4-(6-(Ethyl-(isopropyl)amino)-4-methylpyridinamido)-2-methylbenzoic acid C(C)N(C1=CC(=CC(=N1)C(=O)NC1=CC(=C(C(=O)O)C=C1)C)C)C(C)C